3,5-dichloro-N-cyclopropylmethylpyridin-4-amine ClC=1C=NC=C(C1NCC1CC1)Cl